tert-butyl 6-[5-[3-(methoxymethoxy)-1-naphthyl]-1-methyl-4-(1-methylindazol-5-yl)imidazol-2-yl]-2-azaspiro[3.3]heptane-2-carboxylate COCOC=1C=C(C2=CC=CC=C2C1)C1=C(N=C(N1C)C1CC2(CN(C2)C(=O)OC(C)(C)C)C1)C=1C=C2C=NN(C2=CC1)C